2-(4-cyano-3-methylphenyl)acetic acid methyl ester COC(CC1=CC(=C(C=C1)C#N)C)=O